6,7-dihydro-5H-benzo[7]annulene-3-carboxylic acid C1=CC(=CC2=C1C=CCCC2)C(=O)O